The molecule is a six-membered glucosamine oligosaccharide consisting of two repeating units of beta-D-Gal-(1->4)-[alpha-L-Fuc-(1->3)]-beta-D-GlcNAc joined by a (1->3)-linkage. It is a glucosamine oligosaccharide and an amino hexasaccharide. C[C@H]1[C@H]([C@H]([C@@H]([C@@H](O1)O[C@@H]2[C@H]([C@@H](O[C@@H]([C@H]2O[C@H]3[C@@H]([C@H]([C@H]([C@H](O3)CO)O)O[C@H]4[C@@H]([C@H]([C@@H]([C@H](O4)CO)O[C@H]5[C@@H]([C@H]([C@H]([C@H](O5)CO)O)O)O)O[C@H]6[C@H]([C@@H]([C@@H]([C@@H](O6)C)O)O)O)NC(=O)C)O)CO)O)NC(=O)C)O)O)O